N-(2,4-dihydroxy-5-acrylamidomethylbenzyl)acrylamide OC1=C(CNC(C=C)=O)C=C(C(=C1)O)CNC(C=C)=O